2-methyl-4-(1,4-dioxa-8-azaspiro[4.5]decan-8-yl)-2H-indazole-7-carboxylic acid CN1N=C2C(=CC=C(C2=C1)N1CCC2(OCCO2)CC1)C(=O)O